((1R,4R)-4-aminocyclohexyl)(4-(5-(trifluoromethyl)pyrimidin-2-yl)piperazin-1-yl)methanone hydrochloride Cl.NC1CCC(CC1)C(=O)N1CCN(CC1)C1=NC=C(C=N1)C(F)(F)F